2,2-Dichloroacetonitrile ClC(C#N)Cl